C1(=CC=CC=C1)OB(OC1=CC=CC=C1)OC1=CC=CC=C1 Triphenylboric acid